2-((5-chloro-1H-indol-3-yl)methylene)malononitrile ClC=1C=C2C(=CNC2=CC1)C=C(C#N)C#N